C(C)(C)(C)OC(=O)N1C[C@@H](CC1)OC=1C=NC(=CC1)C(NCC(F)F)=O (3R)-3-({6-[(2,2-difluoroethyl)carbamoyl]pyridin-3-yl}oxy)pyrrolidine-1-carboxylic acid tert-butyl ester